CNC=1N=CC(=C2C=CN=CC12)C=1OC=2C(=NC(=CC2)C)N1 8-(methylamino)-5-(5-methyl-oxazolo[4,5-b]pyridin-2-yl)-2,7-naphthyridin